ethyl 3-(2-bromo-4-fluorophenyl)-2,2-difluoro-3-oxopropionate BrC1=C(C=CC(=C1)F)C(C(C(=O)OCC)(F)F)=O